FC(C)(F)C1=NC(=CC(=N1)NC1=CC(=NC=C1C1=NN(N=C1)CCOC)CC(=O)N)C (4-((2-(1,1-difluoroethyl)-6-methylpyrimidin-4-yl)amino)-5-(2-(2-methoxyethyl)-2H-1,2,3-triazol-4-yl)pyridin-2-yl)acetamide